CC1=C(C(=O)NC2(CC2)C2=C3C=CC=NC3=CC(=C2)N2CCCC2)C=C(C=C1)OC[C@H]1N(CC1)C (S)-2-Methyl-5-((1-methylazetidin-2-yl)methoxy)-N-(1-(7-(pyrrolidin-1-yl)quinolin-5-yl)cyclopropyl)benzamide